C(C)OC(=O)C=1N=C(SC1)NC=1N=NC(=C(C1C)C1CC1)NC=1SC2=C(N1)C=CC=C2 ({6-[(1,3-benzothiazol-2-yl)amino]-5-cyclopropyl-4-methylpyridazin-3-yl}amino)-1,3-thiazole-4-carboxylic acid ethyl ester